N-((1-(6-(6-(Difluoromethyl)imidazo[1,2-b]pyridazin-3-yl)pyrimidin-4-yl)-4-hydroxy-4-methylpiperidin-3-yl)methyl)methanesulfonamide FC(C=1C=CC=2N(N1)C(=CN2)C2=CC(=NC=N2)N2CC(C(CC2)(C)O)CNS(=O)(=O)C)F